(3R)-hydroxybutyl 3-oxobutanoate O=C(CC(=O)OCCCCO)C